(E)-4-[3,5-bis-(benzyloxy)-4-isopropylstyryl]pyridine C(C1=CC=CC=C1)OC=1C=C(/C=C/C2=CC=NC=C2)C=C(C1C(C)C)OCC1=CC=CC=C1